FC=1C=CC(=NC1)C1CN(CCO1)C(=O)[O-] 2-(5-fluoro-2-pyridyl)morpholine-4-carboxylate